FC(C(=O)O)(F)F.ClC1=CC2=C(C=N1)C(=NN2)N2CC(C(C2)C)N 1-(6-chloro-1H-pyrazolo[4,3-c]pyridin-3-yl)-4-methylpyrrolidin-3-amine trifluoroacetate